fumaric acid glycidyl ester C(C1CO1)OC(\C=C\C(=O)O)=O